O=C(CC(=O)OC[C@H](C([C@H](COC(CC(C)=O)=O)OC(CC(C)=O)=O)OC(CC(C)=O)=O)OC(CC(C)=O)=O)C (2R,3R,4S)-pentane-1,2,3,4,5-pentayl pentakis(3-oxobutanoate)